C[SiH](C)[N-][Si](C)(C)C.[Li+] lithium(I) (dimethylsilyl)(trimethylsilyl)amide